Cl.NC(C(=O)N1CCN(CC1)C(=O)NC1=NC(N(C=C1)C1=CC=C(C=C1)CN1CC2C(C2C1)N)=O)(C)C 4-(2-Amino-2-methylpropanoyl)-N-(1-(4-((endo-6-amino-3-azabicyclo[3.1.0]hexan-3-yl)methyl)phenyl)-2-oxo-1,2-dihydropyrimidin-4-yl)piperazine-1-carboxamide Hydrochloride Salt